Triammonium citrat C(CC(O)(C(=O)[O-])CC(=O)[O-])(=O)[O-].[NH4+].[NH4+].[NH4+]